2-hydroxy-5-(8,9,10,11-tetrahydro-3H-pyrazolo[4,3-a]phenanthridin-7-yl)benzoic acid OC1=C(C(=O)O)C=C(C=C1)C1=NC2=CC=C3C(=C2C=2CCCCC12)C=NN3